CN(C1CCN(CC1)CC1=C2C=CN(C2=CC=C1)CC(F)(F)F)C 4-{[4-(dimethylamino)piperidin-1-yl]methyl}-1-(2,2,2-trifluoroethyl)-1H-indol